2-(methylthio)-1-(2-(4-(4-(morpholinomethyl)phenyl)-1H-imidazol-2-yl)piperidin-1-yl)propan-1-one CSC(C(=O)N1C(CCCC1)C=1NC=C(N1)C1=CC=C(C=C1)CN1CCOCC1)C